tert-butyl (2S,6R*)-2-[(benzyloxy)methyl]-7-ethoxy-1,4-oxazocane-4-carboxylate C(C1=CC=CC=C1)OC[C@H]1OCC(CCN(C1)C(=O)OC(C)(C)C)OCC